C(C)OC(CC(=O)C1N(C[C@@H](C1)C1=C(C(=CC=C1F)F)F)C(=O)OC(C)(C)C)=O tert-butyl (4S)-2-(3-ethoxy-3-oxopropanoyl)-4-(2,3,6-trifluorophenyl)pyrrolidine-1-carboxylate